FC(C1=C(C=NC=C1)C(=O)N1CCC2(C(C2)CNC(=O)N2CC=3C=NC=CC3C2)CC1)(F)F N-[[6-[4-(trifluoromethyl)pyridine-3-carbonyl]-6-azaspiro[2.5]octan-2-yl]methyl]-1,3-dihydropyrrolo[3,4-c]pyridine-2-carboxamide